2,4-dihydroxy-3',5'-di-t-butylbenzophenone OC1=C(C(=O)C2=CC(=CC(=C2)C(C)(C)C)C(C)(C)C)C=CC(=C1)O